Butyl 4-bromo-7-chloro-5-methoxyindole-1-carboxylate BrC1=C2C=CN(C2=C(C=C1OC)Cl)C(=O)OCCCC